ethyl 4-(1-(6-(difluoromethyl) pyridin-3-yl) cyclopropyl)-3-methyl-1-(4-methylbenzene-1-sulfonyl)-1H-pyrrole-2-carboxylate FC(C1=CC=C(C=N1)C1(CC1)C=1C(=C(N(C1)S(=O)(=O)C1=CC=C(C=C1)C)C(=O)OCC)C)F